FC(F)(F)[NH2+]CCCC trifluoromethyl-butyl-ammonium